C(C)OC1=CC=C(C=C1)C1=CC=CC(=N1)C(=O)NCCC=1C(=NC=C(C1)OC)F 6-(4-ethoxyphenyl)-N-(2-(2-fluoro-5-methoxypyridin-3-yl)ethyl)picolinamide